4-Isopropyl-2-(phenoxymethyl)morpholine C(C)(C)N1CC(OCC1)COC1=CC=CC=C1